CN(CC(=O)N1CC=2N=C(SC2C1)C=1C(=C(C=CC1)C1=C(C(=CC=C1)C=1SC2=C(N1)CN(C2)C(CN2C[C@@H](CC2)O)=O)C)C)C (R)-2-(dimethylamino)-1-(2-(3'-(5-(2-(3-hydroxypyrrolidin-1-yl)acetyl)-5,6-dihydro-4H-pyrrolo[3,4-d]thiazol-2-yl)-2,2'-dimethylbiphenyl-3-yl)-4H-pyrrolo[3,4-d]thiazol-5(6H)-yl)ethanone